2-(Acetyloxy)-benzoic acid 3-[(nitrooxy)methyl]phenyl ester [N+](=O)([O-])OCC=1C=C(C=CC1)OC(C1=C(C=CC=C1)OC(C)=O)=O